ClC=1C(=NC(=NC1)NC1CCOCC1)C=1C=C2C(N(C=NN2C1)[C@@H](C(=O)N[C@H](CO)C1=CC(=CC(=C1)C)C)C)=O (R)-2-(6-(5-chloro-2-((tetrahydro-2H-pyran-4-yl)amino)pyrimidin-4-yl)-4-oxopyrrolo[2,1-f][1,2,4]triazin-3(4H)-yl)-N-((S)-1-(3,5-dimethylphenyl)-2-hydroxyethyl)propionamide